(S)-4,5-diamino-5-oxopentanoic acid tert-butyl ester monohydrochloride Cl.C(C)(C)(C)OC(CC[C@@H](C(=O)N)N)=O